C(C1=CC=CC=C1)C1=NC(=NN1)C(=O)N[C@H]1C(N(C2=C(OC1)C=CC(=C2)C#CC(C)(C)O)C)=O (R)-5-benzyl-N-(7-(3-hydroxy-3-methylbut-1-yn-1-yl)-5-methyl-4-oxo-2,3,4,5-tetrahydrobenzo[b][1,4]oxazepin-3-yl)-1H-1,2,4-triazole-3-carboxamide